Z-L-Tyrosine C1=CC=C(C=C1)COC(=O)N[C@@H](CC2=CC=C(C=C2)O)C(=O)O